2-[1-[(2,3-difluorophenyl)methyl]-5-oxopyrrolidin-2-yl]-N-[2-[3-(trifluoromethyl)phenyl]-ethyl]acetamid FC1=C(C=CC=C1F)CN1C(CCC1=O)CC(=O)NCCC1=CC(=CC=C1)C(F)(F)F